2-((3S,5s)-5-((Benzyloxy)methyl)-1-(4-methoxybenzyl)pyrrolidin-3-yl)propan-2-amine C(C1=CC=CC=C1)OC[C@@H]1C[C@@H](CN1CC1=CC=C(C=C1)OC)C(C)(C)N